8-(1-cyclopropylindol-4-yl)-7-fluoro-1,4,4,9-tetramethyl-5H-imidazo[1,2-a]quinoxaline C1(CC1)N1C=CC2=C(C=CC=C12)C1=C(C=C2NC(C=3N(C2=C1C)C(=CN3)C)(C)C)F